O=C1N(CC2=CC(=CC=C12)O[C@H]1CN(CC1)C1=NC=CN=C1)C1C(NC(CC1)=O)=O 3-(1-Oxo-5-(((R)-1-(pyrazin-2-yl)pyrrolidin-3-yl)oxy)isoindolin-2-yl)piperidine-2,6-dione